dipropylene glycol monoisotridecyl ether C(CCCCCCCCCC(C)C)OC(C)COC(C)CO